(4-fluorophenyl)(2-((4-(4-methylpiperazin-1-yl)phenyl)amino)-4-(piperidin-1-ylamino)-7H-pyrrolo[2,3-d]pyrimidin-5-yl)methanone (2,5-dimethyl-2,3-dihydro-1H-inden-2-yl)methanyl-formate CC1(CC2=CC=C(C=C2C1)C)CC(=O)O.FC1=CC=C(C=C1)C(=O)C1=CNC=2N=C(N=C(C21)NN2CCCCC2)NC2=CC=C(C=C2)N2CCN(CC2)C